COC(=O)C1=CC=C(C=C1)C=1OC=2C(C1C1=CC=C(C=C1)C(=O)OC)=C(C=C(C2)C)C(=O)O 2,3-bis(4-methoxycarbonylphenyl)-6-methylbenzofuran-4-carboxylic acid